[Li].[Mn].[Fe].[Ni].[Na] sodium nickel iron manganese lithium